C1(C\C=C\CCCCCCCCCCCCCC)C(=O)OC1=O trans-3-octadecene-1,1-dicarboxylic acid anhydride